O1C=NC2=C1C=C(C=C2)OC2=CC(=C(C=C2C)NC2=NC=NC1=CC(=C(C=C21)NC(/C(=C\[C@@H]2N(CCC2)C)/F)=O)OC)OC (R,E)-N-(4-((4-(benzo[d]oxazol-6-yloxy)-2-methoxy-5-methylphenyl)amino)-7-methoxy-quinazolin-6-yl)-2-fluoro-3-(1-methylpyrrolidin-2-yl)acrylamide